FC=1C=C(C=NC1NC(=N)C=1C=C(C=2N(C1)C=C(N2)C)F)N2CCN(CC2)C(=O)OC(C)(C)C tert-butyl 4-(5-fluoro-6-(8-fluoro-2-methylimidazo[1,2-a]pyridine-6-carboximidamido)pyridin-3-yl)piperazine-1-carboxylate